(S)-4-fluoro-N-(1-(6-(N-(1-methoxy-2-methylpropan-2-yl)sulfamoyl)pyridin-3-ylamino)-1-oxo-3-phenylpropan-2-yl)-N-methylbenzamide FC1=CC=C(C(=O)N(C)[C@H](C(=O)NC=2C=NC(=CC2)S(NC(COC)(C)C)(=O)=O)CC2=CC=CC=C2)C=C1